(S)-5-methyl-7-((1-methyl-1H-pyrazol-3-yl)oxy)-3-(tritylamino)-2,3-dihydrobenzo[b][1,4]oxazepin-4(5H)-one CN1C2=C(OC[C@@H](C1=O)NC(C1=CC=CC=C1)(C1=CC=CC=C1)C1=CC=CC=C1)C=CC(=C2)OC2=NN(C=C2)C